1-[4-chloro-1-[2-(5-isopropoxy-1-tetrahydropyran-2-yl-indazol-3-yl)pyrimidin-4-yl]pyrazole-3-yl]ethanol ClC=1C(=NN(C1)C1=NC(=NC=C1)C1=NN(C2=CC=C(C=C12)OC(C)C)C1OCCCC1)C(C)O